(S)-(3-(isopropylamino)pyrrolidin-1-yl)(4-(pyridin-2-ylmethyl)-3,4-dihydroquinoxalin-1(2H)-yl)methanone C(C)(C)N[C@@H]1CN(CC1)C(=O)N1CCN(C2=CC=CC=C12)CC1=NC=CC=C1